isopropyl 1-((4'-(1,1,1,3,3,3-hexafluoro-2-hydroxypropan-2-yl)-2-methyl-[1,1'-biphenyl]-4-yl)methyl)-4-(pyridin-4-ylmethyl)piperazine-2-carboxylate FC(C(C(F)(F)F)(O)C1=CC=C(C=C1)C1=C(C=C(C=C1)CN1C(CN(CC1)CC1=CC=NC=C1)C(=O)OC(C)C)C)(F)F